(2-(1H-pyrazol-1-yl)benzyl)-2-(4-(dimethylamino)piperidin-1-yl)-9-isopropyl-9H-purin-6-amine N1(N=CC=C1)C1=C(CC=2N(C3=NC(=NC(=C3N2)N)N2CCC(CC2)N(C)C)C(C)C)C=CC=C1